4-[5-(2-bromopyridin-4-yl)-1H-pyrazol-3-yl]-N-(2H3)methylaniline BrC1=NC=CC(=C1)C1=CC(=NN1)C1=CC=C(NC([2H])([2H])[2H])C=C1